acetic acid 2-oxo-2-phenylethyl ester O=C(COC(C)=O)C1=CC=CC=C1